FC1=C(C=C2CCN(CC2=C1)C)NC1=NC=C(C(=N1)C=1SC=C(C1)S(=O)(=O)C)C(F)(F)F 7-fluoro-2-methyl-N-(4-(4-(methylsulfonyl)thiophen-2-yl)-5-(trifluoromethyl)pyrimidin-2-yl)-1,2,3,4-tetrahydroisoquinolin-6-amine